Tetraazatetracyclo[8.6.0.02,6.011,15]Hexadeca-1(10),3,5,8,11(15)-pentaene C1=2N3N=NN=C3CC=CC2C=2CCCC2C1